racemic-7-(1-(3-chloropropanoyl)piperidin-4-yl)-2-(4-phenoxyphenyl)-4,5,6,7-tetrahydropyrazolo[1,5-a]pyrimidine-3-carboxamide ClCCC(=O)N1CCC(CC1)[C@H]1CCNC=2N1N=C(C2C(=O)N)C2=CC=C(C=C2)OC2=CC=CC=C2 |r|